[N-]=C=O.[Nd+3].[N-]=C=O.[N-]=C=O neodymium isocyanate